C1(CCC1)NC=1C2=C(N=C(C1)NC1=C(C=C(C=C1)S(=O)(=O)C)OC)NC=C2C(F)(F)F N4-cyclobutyl-N6-(2-methoxy-4-(methylsulfonyl)phenyl)-3-(trifluoromethyl)-1H-pyrrolo[2,3-b]pyridine-4,6-diamine